C(C)(C)(C)C=1C=C(CCC(=O)[O-])C=C(C1O)C(C)(C)C 3,5-di-t-butyl-4-hydroxy-hydrocinnamate